guanosine 2'-monophosphate P(=O)(O)(O)O[C@H]1[C@@H](O[C@@H]([C@H]1O)CO)N1C=NC=2C(=O)NC(N)=NC12